6-nitrobenzo[d]oxazole-2(3H)-one [N+](=O)([O-])C1=CC2=C(NC(O2)=O)C=C1